C[C@H]1CN(C[C@H](O1)C)C1=NC(=CC=C1)C=C (2S,6R)-2,6-dimethyl-4-(6-vinylpyridin-2-yl)morpholine